FC=1C=C(C=C(C1)F)[C@H](CCCO)NC(=O)C1(CC2CCC(C1)N2C(=O)OC(C)(C)C)O tert-butyl 3-(((S)-1-(3,5-difluorophenyl)-4-hydroxybutyl) carbamoyl)-3-hydroxy-8-azabicyclo[3.2.1]octane-8-carboxylate